7-bromo-4-chloro-N-(cyclohexylamino)fluoroquinoline-3-sulfonamide methyl-(R)-2-((3-fluoro-4-((8-methylisoquinolin-1-yl)(piperidin-3-yl)carbamoyl)phenyl)amino)pyrimidine-4-carboxylate COC(=O)C1=NC(=NC=C1)NC1=CC(=C(C=C1)C(N([C@H]1CNCCC1)C1=NC=CC2=CC=CC(=C12)C)=O)F.BrC1=CC=C2C(=C(C(=NC2=C1)F)S(=O)(=O)NNC1CCCCC1)Cl